CC1=CSC2=C1N=NN=C2NCC2=CC=NC=C2 7-Methyl-N-(pyridin-4-ylmethyl)thieno[3,2-d][1,2,3]triazin-4-amine